(R)-3-amino-1-(2-((6-amino-9H-purin-9-yl)methyl)-5-chloro-3-ethylphenyl)-N-cyclopropylpyrrolidine-3-carboxamide N[C@]1(CN(CC1)C1=C(C(=CC(=C1)Cl)CC)CN1C2=NC=NC(=C2N=C1)N)C(=O)NC1CC1